C(C)(C)(C)OC(=O)N1C(C=C(CC1)B1OC(C(O1)(C)C)(C)C)=O 2-oxo-4-(4,4,5,5-tetramethyl-1,3,2-dioxaborolan-2-yl)-5,6-dihydropyridine-1(2H)-carboxylic acid tert-butyl ester